The molecule is an adenosine bisphosphate having monophosphate groups at the 2'- and 5'-positions and a sulfo group attached to the phosphate at position 5'. It derives from an adenosine 2',5'-bisphosphate and a 5'-adenylyl sulfate. C1=NC(=C2C(=N1)N(C=N2)[C@H]3[C@@H]([C@@H]([C@H](O3)COP(=O)(O)OS(=O)(=O)O)O)OP(=O)(O)O)N